4-methoxy-3-formylphenyl-boric acid COC1=C(C=C(C=C1)OB(O)O)C=O